Cl.FC(C(N)C1=CC=C(C=C1)C(F)(F)F)(F)F 2,2,2-trifluoro-1-(4-(trifluoromethyl)phenyl)ethan-1-amine hydrochloride